ClC1=C(N=C(NC1=O)C=1C=NNC1CC)C1CCOCC1 5-chloro-2-(5-ethyl-1H-pyrazol-4-yl)-4-tetrahydropyran-4-yl-1H-pyrimidin-6-one